COC1=C(CN(C2=NC3=C(C(=CC(=C3C=C2)F)F)C2CC=3N=C(N=C(C3CO2)O)OCC23CCCN3C[C@@H](C2)F)CC2=C(C=C(C=C2)OC)OC)C=CC(=C1)OC 7-(2-(bis(2,4-dimethoxybenzyl)amino)-5,7-difluoroquinolin-8-yl)-2-(((2R)-2-fluorotetrahydro-1H-pyrrolizin-7a(5H)-yl)methoxy)-7,8-dihydro-5H-pyrano[4,3-d]pyrimidin-4-ol